Tert-butyl ((9S,12S,15S,18S)-9-benzoyl-12,15-dimethyl-3,11,14,17-tetraoxo-18-palmitamido-1-phenyl-2-oxa-4,10,13,16-tetraazadocosan-22-yl)carbamate C(C1=CC=CC=C1)(=O)[C@H](CCCCNC(OCC1=CC=CC=C1)=O)NC([C@@H](NC([C@@H](NC([C@H](CCCCNC(OC(C)(C)C)=O)NC(CCCCCCCCCCCCCCC)=O)=O)C)=O)C)=O